F[C@H]1[C@@H](NCCOC1)C=1C=2N(C=CC1)C(=C(N2)C#CCNC2=C(C=C(C=C2)S(=O)(=O)C)OC)CC(F)(F)F N-(3-(8-((5S,6S)-6-fluoro-1,4-oxazepan-5-yl)-3-(2,2,2-trifluoroethyl)imidazo[1,2-a]pyridin-2-yl)prop-2-yn-1-yl)-2-methoxy-4-(methylsulfonyl)aniline